O1CC(C1)=O 3-oxetan-one